2-(bromomethyl)-5-chlorobenzoic acid methyl ester COC(C1=C(C=CC(=C1)Cl)CBr)=O